Cl.N[C@H]1CN(C[C@@H](C1)F)C(=O)C=1C=CC=2N(C1)N=C(C2C)C=2N(C1=C(C=CC=C1C2)C2CCN(CC2)C(CCO)=O)CC2CC2 1-(4-(2-(6-((3R,5R)-3-amino-5-fluoropiperidine-1-carbonyl)-3-methylpyrazolo[1,5-a]pyridin-2-yl)-1-(cyclopropylmethyl)-1H-indol-7-yl)piperidin-1-yl)-3-hydroxypropan-1-one HCl